((S)-3-hydroxypyrrolidine-1-carbonyl)-6-methylpicolinonitrile O[C@@H]1CN(CC1)C(=O)C=1C(=NC(=CC1)C)C#N